C(C)OC(C[C@@H](C=1C=C2CCCC2=C(C1)CO)C1=C(C2=C(N(N=N2)C)C=C1)C)=O (3S)-3-(1,4-dimethyl-1H-benzotriazol-5-yl)-3-[7-(hydroxymethyl)-2,3-dihydro-1H-inden-5-yl]propionic acid ethyl ester